(Ra)-N-[6-(5-chloro-1,3-benzoxazol-2-yl)spiro[3.3]heptan-2-yl]-5-[(2-methoxyacetyl)sulfamoyl]furan-2-carboxamide ClC=1C=CC2=C(N=C(O2)C2CC3(CC(C3)NC(=O)C=3OC(=CC3)S(NC(COC)=O)(=O)=O)C2)C1